CC1(OC2=CC(=C3C(=C2C2=C1C=CC(=C2)C)OC(OC3=O)(C3=CC=C(C=C3)C)CC(C)=O)CCCCC)C 8,8,11-trimethyl-2-(2-oxopropyl)-5-pentyl-2-(p-tolyl)-4H,8H-benzo[c][1,3]dioxino[4,5-f]chromen-4-one